C(#N)C=1C=C(C=CC1)C=1N=C(SC1C1=CC(=NC(=C1)C)C)NC(=O)N1[C@H](COCC1)C (3S)-N-[4-(3-cyanophenyl)-5-(2,6-dimethyl-4-pyridinyl)thiazol-2-yl]-3-methyl-morpholine-4-carboxamide